CCCCCCCC/C=C\CCCCCCCCCCCCCC(=O)O[C@H](COC(=O)CCCCCCC/C=C\CCCCCC)COP(=O)([O-])OCC[N+](C)(C)C 1-(9Z-hexadecenoyl)-2-(15Z-tetracosenoyl)-sn-glycero-3-phosphocholine